CN(NC(C(C(C)C1=CC(=CC=C1)[N+](=O)[O-])=O)=O)C(N)=S methyl-2-(3-(3-nitrophenyl)-2-oxobutanoyl)hydrazinecarbothioamide